FC1(CC(C1)NC(=O)C=1C=NN2C1C=C(C=C2)C2=CNC=1N=C(N=CC12)NC1=CC(=NC=C1)N1CCN(CC1)C)F N-(3,3-difluorocyclobutyl)-5-(2-((2-(4-methylpiperazin-1-yl)pyridin-4-yl)amino)-7H-pyrrolo[2,3-d]pyrimidin-5-yl)pyrazolo[1,5-a]pyridine-3-carboxamide